6-((7-((R)-3-Cyclohexyl-2-methylpropanoyl)-10-hydroxy-7-azaspiro[4.5]decan-10-yl)methyl)-6,7-dihydro-5H-pyrrolo[3,4-b]pyridin-5-one C1(CCCCC1)C[C@H](C(=O)N1CC2(CCCC2)C(CC1)(O)CN1CC2=NC=CC=C2C1=O)C